1-(1-methylcyclobutyl)ethanone CC1(CCC1)C(C)=O